3'-bromo-2-chloro-1,1'-biphenyl BrC=1C=C(C=CC1)C1=C(C=CC=C1)Cl